NC=1C(=NC=CC1C(=O)NCC1CC1)C=1C=NC=CC1 amino-N-(cyclopropylmethyl)-[2,3'-bipyridine]-4-carboxamide